C(C)(C)(C)OC(=O)N1C(CC1)COC=1C=NC=CC1CNC1=C(C(N(CC1)C(=O)OC(C)(C)C)=O)C(NC1=C(C(=CC=C1)Cl)OC)=S tert-butyl 4-{[(3-{[1-(tert-butoxycarbonyl)azetidin-2-yl]methoxy}pyridin-4-yl)methyl]amino}-3-[(3-chloro-2-methoxyphenyl)carbamothioyl]-2-oxo-5,6-dihydropyridine-1-carboxylate